(R)-2-(2-(3-Amino-4,4-difluoropiperidin-1-yl)-5-fluoro-1H-benzo[d]imidazol-1-yl)-N-methyl-N-(2,2,2-trifluoroethyl)acetamid N[C@@H]1CN(CCC1(F)F)C1=NC2=C(N1CC(=O)N(CC(F)(F)F)C)C=CC(=C2)F